C(C1=CC=CC=C1)N(C(NC=1C=C(C=CC1C)NC(OCCCCCCCCOC(NC1=CC(=C(C=C1)C)NC(=O)N(C1=CC=C(C=C1)CC1=CC=C(C=C1)NCC1=CC=CC=C1)CC1=CC=CC=C1)=O)=O)=O)C1=CC=C(C=C1)CC1=CC=C(C=C1)NCC1=CC=CC=C1 octane-1,8-diyl bis((3-(3-benzyl-3-(4-(4-(benzylamino) benzyl) phenyl) ureido)-4-methylphenyl) carbamate)